ClC1=CC=C(C=C1)C1=NN(C[C@H]1C1=CC=CC=C1)/C(/N(CCNS(N)(=O)=O)C)=N/S(=O)(=O)C1=CC=C(C=C1)Cl (R,E)-3-(4-chlorophenyl)-N'-((4-chlorophenyl)sulfonyl)-N-methyl-4-phenyl-N-(2-(sulfamoylamino)ethyl)-4,5-dihydro-1H-pyrazole-1-carboximidamide